C1(CCCCC1)C(NC(=O)C=1C=NC=C(C1)C1=CC(=CC(=C1)C)F)C1CCCCC1 N-(dicyclohexylmethyl)-5-(3-fluoro-5-methylphenyl)pyridine-3-carboxamide